C[C@@H]1CC[C@@H]2[C@]13CC=C([C@H](C3)C2(C)C)COC(=O)C Cedrenyl Acetate